ClC=1C=C(C=CC1)C1=CC=C(C=C1)C1=NC(=NC(=C1)C1=CC=CC=C1)C1=CC=CC=C1 4-(3'-chloro-[1,1'-biphenyl]-4-yl)-2,6-DIPHENYLPYRIMIDINE